trans-3-tridecene CC\C=C\CCCCCCCCC